CN(C1CCN(CC1)C1=C(C=C(C=N1)CC1=CN=C2C(=NC(=NN21)OC(C)CCC)N)C)C 7-((6-(4-(dimethylamino)piperidin-1-yl)-5-methylpyridin-3-yl)methyl)-2-(pentan-2-yloxy)imidazo[2,1-f][1,2,4]triazin-4-amine